NC=1C2=C(N=C(N1)N[C@@H]1[C@H](CN(C1)C)O)N=C(C=C2C)C (3S,4S)-4-((4-amino-5,7-dimethylpyrido[2,3-d]pyrimidin-2-yl)amino)-1-methylpyrrolidin-3-ol